2-hydroxyethyl-N-piperazinyl-2,2-dimethylpropionaldehyde OCCC(C(C=O)(C)C)N1CCNCC1